2-(4-isopropyl-5-(8-methoxy-[1,2,4]triazolo[1,5-a]pyridin-6-yl)-1H-pyrazol-3-yl)-4-methyl-5-(2,6-diazaspiro[3.3]heptan-2-yl)thiazole C(C)(C)C=1C(=NNC1C=1C=C(C=2N(C1)N=CN2)OC)C=2SC(=C(N2)C)N2CC1(C2)CNC1